C(C)(C)(C)C1CC12N(CCN(C2)C2=C1C(=NC=C2)N(CC1)C(NC1=C(C2=CN(N=C2C=C1)C)C#N)=O)C(=O)OCCC1CCC(CC1)C 2-(4-methylcyclohexyl)ethanol tert-butyl-7-(1-((4-cyano-2-methyl-2H-indazol-5-yl)carbamoyl)-2,3-dihydro-1H-pyrrolo[2,3-b]pyridin-4-yl)-4,7-diazaspiro[2.5]octane-4-carboxylate